((6-(2-((tert-butyldimethylsilyl)oxy)ethyl)-5-(4-fluorophenyl)-1-(tetrahydro-2H-pyran-2-yl)-1H-pyrazolo[4,3-g]isoquinolin-8-yl)imino)dimethyl-λ6-sulfanone [Si](C)(C)(C(C)(C)C)OCCC=1N=C(C2=CC3=C(C=C2C1C1=CC=C(C=C1)F)C=NN3C3OCCCC3)N=S(=O)(C)C